CCCCCCC#CC(=O)OC methyl octynecarboxylate